BrC1=C(C(=CC=2C3(C4=CC(=C(C(=C4OC12)Br)O)[N+](=O)[O-])OC(C1=CC=CC=C13)=O)[N+](=O)[O-])O 4',5'-dibromo-3',6'-dihydroxy-2',7'-dinitro-1-spiro[isobenzofuran-3,9'-xanthen]one